4-(1-oxo-1,2,3,4-tetrahydroisoquinolin-6-yl)quinoline-2-carbaldehyde O=C1NCCC2=CC(=CC=C12)C1=CC(=NC2=CC=CC=C12)C=O